3-benzyl-6-methyl-3-azabicyclo[3.1.0]Hexane-6-carboxylic acid ethyl ester C(C)OC(=O)C1(C2CN(CC12)CC1=CC=CC=C1)C